C(C)(C)(C)OC(=O)N1C[C@@](CC1)(F)C=1C=C2C(=NC=NC2=CC1)NC1=C(C(=C(C=C1)Cl)Cl)F.C(C1=CN=CC=C1)(=O)NCCNCCCCCCCCC[P+](C1=CC=CC=C1)(C1=CC=CC=C1)C1=CC=CC=C1 (9-((2-(Nicotinamido)ethyl)amino)nonyl)triphenylphosphonium tert-Butyl-(3S)-3-[4-(3,4-dichloro-2-fluoro-anilino)quinazolin-6-yl]-3-fluoro-pyrrolidine-1-carboxylate